2-[2-(2,3-dimethoxy-phenyl)-benzimidazol-1-yl]-4-methyl-pentanoic acid isopropylamide C(C)(C)NC(C(CC(C)C)N1C(=NC2=C1C=CC=C2)C2=C(C(=CC=C2)OC)OC)=O